S1C=NC2=C1C(=CC=C2)C2=CC=C(C=C2)N2C[C@H](N(CC2)C(=O)NC=2N=C(SC2)C#C)CO (S)-4-(4-(benzo[d]thiazol-7-yl)phenyl)-N-(2-ethynyl-thiazol-4-yl)-2-(hydroxy-methyl)piperazine-1-carboxamide